C1[C@@H]([C@H](O[C@H]1N2C=C(C(=O)NC2=O)I)CO)O iododeoxyuridine